C(C)N1N=C2N=C(C=NC2=C1)N[C@@H](C)C=1C=C(C=CC1C)NC(C1=CC(=C(C(=C1)C)CN1CCOCC1)F)=O (S)-N-(3-(1-((2-ethyl-2H-pyrazolo[3,4-b]pyrazin-6-yl)amino)ethyl)-4-methylphenyl)-3-fluoro-5-methyl-4-(morpholinomethyl)benzamide